N-[2,4-difluoro-3-[7-fluoro-3-(hydrazinecarbonyl)-1H-indazol-6-yl]phenyl]-1-benzofuran-6-sulfonamide FC1=C(C=CC(=C1C1=CC=C2C(=NNC2=C1F)C(=O)NN)F)NS(=O)(=O)C1=CC2=C(C=CO2)C=C1